FC1=C(C=CC=C1)[C@H]1OCC2=CC(=CC=C2[C@H]1C1=CC=C(C=C1)N1CCC(CC1)C=O)O 1-(4-((3S,4R)-3-(2-fluorophenyl)-7-hydroxyisochroman-4-yl)phenyl)piperidine-4-carbaldehyde